N-hexadecyl-N,N-dimethyl-ammonium acetate C(C)(=O)[O-].C(CCCCCCCCCCCCCCC)[NH+](C)C